N[C@@H]1C[C@@H]2N(C(CCN(C2=O)[C@@H](C(=O)NCC2=NC=C(C=C2)Cl)CC#N)CCC2=CC=CC=C2)C1 (2R)-2-((8R,9aS)-8-amino-1-oxo-5-phenethylhexahydro-1H-pyrrolo[1,2-a][1,4]diazepin-2(3H)-yl)-N-((5-chloropyridin-2-yl)methyl)-3-cyanopropanamide